benzyl (tert-butoxycarbonyl)(1-(tert-butyl)-3-(3-((tert-butyldimethylsilyl)oxy)cyclopent-2-en-1-yl)-1H-pyrazol-5-yl)carbamate C(C)(C)(C)OC(=O)N(C(OCC1=CC=CC=C1)=O)C1=CC(=NN1C(C)(C)C)C1C=C(CC1)O[Si](C)(C)C(C)(C)C